N,N-Dimethyl-phthalamide CN(C(C=1C(C(=O)N)=CC=CC1)=O)C